C(C)(C)(C)OC(=O)N1CCC(CC1)C1CCN(CC1)C1=C(C=C(C(=C1)OC)[N+](=O)[O-])Br 1'-(2-bromo-5-methoxy-4-nitrophenyl)-[4,4'-bipiperidine]-1-carboxylic acid tert-butyl ester